tert-butyl 5-(2-{1-[3-cyano-5-(difluoromethyl)phenyl]pyrazol-4-yl}propanamido)-3-cyclopropylpyrazole-1-carboxylate C(#N)C=1C=C(C=C(C1)C(F)F)N1N=CC(=C1)C(C(=O)NC1=CC(=NN1C(=O)OC(C)(C)C)C1CC1)C